4-((4-(3-((2-((1S)-1-((tetrahydro-2H-pyran-2-yl)oxy)ethyl)-1H-imidazol-1-yl)methyl)isoxazol-5-yl)phenyl)ethynyl)benzamide O1C(CCCC1)O[C@@H](C)C=1N(C=CN1)CC1=NOC(=C1)C1=CC=C(C=C1)C#CC1=CC=C(C(=O)N)C=C1